ClC1=CC(=CC(=N1)C(=O)NC1=CC(=NC=C1)C(F)(F)F)OC 6-chloro-4-methoxy-N-(2-(trifluoromethyl)pyridin-4-yl)pyridinecarboxamide